C1(CC1)C1=C(C(=NO1)C1=C(C=CC=C1Cl)Cl)C(=O)O[C@H]1[C@@H]2CN([C@H](C1)C2)C(=O)OCC2=CC=CC=C2 Benzyl (1S,4S,5R)-5-[[5-cyclopropyl-3-(2,6-dichlorophenyl)-1,2-oxazol-4-yl]carbonyloxy]-2-azabicyclo[2.2.1]heptane-2-carboxylate